COC1=CC=C(C=N1)C1CC(CCC1)=CC(=O)O.OC=1C=CC(=NC1)N1CCN(CC1)C(CC(C1=CC=C(C=C1)OC)C1=CC=C(C=C1)OC)=O 1-[4-(5-Hydroxy-2-pyridyl)piperazin-1-yl]-3,3-bis(4-methoxyphenyl)propan-1-one 2-(3-(6-methoxypyridin-3-yl)cyclohexylidene)acetate